ClC1=CC(=C(OCC2=NC=CC(=C2)C=C2CN(C2)CC2=NC3=C(N2CC2=CN=CN2CC)C=C(C=C3)C(=O)O)C=C1)C#N 2-{[3-({2-[(4-chloro-2-cyanophenoxy)methyl]pyridin-4-yl}methylidene)azetidin-1-yl]methyl}-1-[(1-ethyl-1H-imidazol-5-yl)methyl]-1H-1,3-benzodiazole-6-carboxylic acid